7-(2-fluoro-4-methoxyphenyl)pyrazolo[1,5-a]Pyrimidine-2-carboxylic acid methyl ester COC(=O)C1=NN2C(N=CC=C2C2=C(C=C(C=C2)OC)F)=C1